4-(6-(5,6-Dimethoxypyridin-3-yl)-4-methylquinazolin-8-yl)phenylmorpholine COC=1C=C(C=NC1OC)C=1C=C2C(=NC=NC2=C(C1)C1=CC=C(C=C1)N1CCOCC1)C